O1COCC1 DIOXOLAN